CC(C(C(C(C(C(=O)O)(CCCCCCCC\C=C/CCCCCCCC[SiH]1O[SiH2]O[SiH2]O[SiH2]O1)C)(C)C)(C)C)(C)C)CCCCCC\C=C/CCCCCCCC.CC(C(=O)O)(CCCCCCCCCCCCCC(C)C)CCCCCCC.C(C)(C)O[Si](C)(C)C Isopropoxytrimethyl-silane Methylheptyl-Isostearate OctamethylcyclotetrasiloxaneOleyl-Erucate